N[C@@H]1CC2=C(C=C3C=C(N(CC3=C2)CC(C)(C)F)C2CC2)C1 (7S)-7-amino-3-cyclopropyl-N-(2-fluoro-2-methyl-propyl)-7,8-dihydro-6H-cyclopenta[g]isoquinoline